1'-((7-ethyl-6-oxo-5,6-dihydro-1,5-naphthyridin-3-yl)methyl)-3'-(hydroxymethyl)-N-methyl-1',2',3',6'-tetrahydro-[3,4'-bipyridine]-6-carboxamide C(C)C=1C(NC=2C=C(C=NC2C1)CN1CC(C(=CC1)C=1C=NC(=CC1)C(=O)NC)CO)=O